(E)-1-[4-(Dimethylamino)phenyl]-3-(3-ethoxy-4-hydroxyphenyl)prop-2-en-1-one CN(C1=CC=C(C=C1)C(\C=C\C1=CC(=C(C=C1)O)OCC)=O)C